[Br].N(CCO)CCO diethanolamine bromine salt